N1=C(C=CC=C1)N1N=C2C=CC=CC2=C1 2-(pyridin-2-yl)-2H-indazole